BrC1=C(N=C2OC(CN21)C)Br 5,6-dibromo-2-methyl-2,3-dihydroimidazo[2,1-b]oxazole